(4Z)-4-(1H-Benzimidazol-5-ylmethylene)-2-(cycloheptylamino)-1H-imidazol-5-one N1C=NC2=C1C=CC(=C2)\C=C\2/N=C(NC2=O)NC2CCCCCC2